O=CC(C[C@H]1C(NCCC1)=O)NC(=O)C1NCC2(CC2)C1 N-(1-oxo-3-((S)-2-oxopiperidin-3-yl)propan-2-yl)-5-azaspiro[2.4]heptane-6-carboxamide